2-(3-(6-methoxybenzo[d]thiazol-2-yl)-1-methylureido)-5-oxo-5H-thieno[3,2-b]pyran-6-carboxylic acid COC1=CC2=C(N=C(S2)NC(N(C)C2=CC=3OC(C(=CC3S2)C(=O)O)=O)=O)C=C1